phenyl-sulfinic acid sodium salt [Na+].C1(=CC=CC=C1)S(=O)[O-]